Tert-butyl (2-((4-amino-6-(5-fluoro-3-(5-fluoro-3,3-dimethyl-2,3-dihydrobenzofuran-6-carboxamido)-2-methylphenyl)pyrimidin-5-yl)oxy)ethyl)(methyl)carbamate NC1=NC=NC(=C1OCCN(C(OC(C)(C)C)=O)C)C1=C(C(=CC(=C1)F)NC(=O)C1=CC2=C(C(CO2)(C)C)C=C1F)C